C1(=CC=CC2=CC=CC=C12)NC1=C(C=CC=C1)C(C)=O 1-(2-(naphthalen-1-ylamino)phenyl)ethan-1-one